5,8-di-tert-butyl-1-naphthol C(C)(C)(C)C1=C2C=CC=C(C2=C(C=C1)C(C)(C)C)O